C(C)CC(CCC(C)C)C ethyl-2,5-dimethyl-hexane